CN1C=NC=2NC(NC(C12)=O)=O 7-methyl-3,7-dihydro-1H-purine-2,6-dione